NC1=NC(=CC(=N1)C1=CCC2(CCNC2)CC1)O[C@@H](C(F)(F)F)C1=C(C=C(C=C1)Cl)C=1CCCCC1 8-(2-Amino-6-((R)-1-(5-chloro-2',3',4',5'-tetrahydro-[1,1'-biphenyl]-2-yl)-2,2,2-trifluoroethoxy)pyrimidin-4-yl)-2-azaspiro[4.5]dec-7-en